1-[6-(azetidin-1-yl)-4-methylpyridin-3-yl]-6-chloro-4-oxo-7-{5h,6h,7h-pyrrolo[3,4-b]pyridin-6-yl}-1,4-dihydro-1,8-naphthyridine-3-carboxylic acid ethyl ester C(C)OC(=O)C1=CN(C2=NC(=C(C=C2C1=O)Cl)N1CC2=NC=CC=C2C1)C=1C=NC(=CC1C)N1CCC1